N1C=NC=C1C1=NC(=CC=C1)C 2-(1H-imidazol-5-yl)-6-methylpyridine